(E)-3-fluoro-2-hydroxy-5-(3-(pyrrolidin-1-yl)styryl)benzaldehyde FC=1C(=C(C=O)C=C(C1)\C=C\C1=CC(=CC=C1)N1CCCC1)O